FC(C)(F)C1CC(C=2N1N=C(N2)C(=O)O)F 5-(1,1-difluoroethyl)-7-fluoro-6,7-dihydro-5H-pyrrolo[1,2-b][1,2,4]triazole-2-carboxylic acid